1,4-bis(9-carbazolyl)benzene C1=CC=CC=2C3=CC=CC=C3N(C12)C1=CC=C(C=C1)N1C2=CC=CC=C2C=2C=CC=CC12